ClC1=CC(=C(C=C1)C1(OC2=C(O1)C=CC=C2C2CCN(CC2)CC=2N(C=1C(=NC=C(C1)C(=O)O)N2)CCOC)C)F 2-({4-[2-(4-Chloro-2-fluorophenyl)-2-methyl-1,3-benzodioxol-4-yl]piperidin-1-yl}methyl)-1-(2-methoxyethyl)-1H-imidazo[4,5-b]pyridine-6-carboxylic acid